P(=O)(OC1CCC2(C(=C(CC12)CCCCCC)C1=CC=CC=C1)C(=C)C1=CC=CC=C1)(O)O 5-hexyl-4-phenyl-3a-(1-phenylvinyl)-1,2,3,3a,6,6a-hexahydropentalen-1-yl dihydrogen phosphate